iodotoluene triflate OS(=O)(=O)C(F)(F)F.ICC1=CC=CC=C1